N-[5-[2-amino-7-[3-[3-(hydroxymethyl)azetidin-1-yl]sulfonylphenyl]-3-pentyl-5-quinolinyl]pentyl]carbamic acid tert-butyl ester C(C)(C)(C)OC(NCCCCCC1=C2C=C(C(=NC2=CC(=C1)C1=CC(=CC=C1)S(=O)(=O)N1CC(C1)CO)N)CCCCC)=O